NC1=CC=C(C=C1)N1CCN(CC1)CC1CN(C1)C1=C2CN(C(C2=CC=C1)=O)C1C(NC(CC1)=O)=O 3-(4-(3-((4-(4-aminophenyl)piperazin-1-yl)methyl)azetidin-1-yl)-1-oxoisoindolin-2-yl)piperidine-2,6-dione